C(C)(C)=C(CO)CO 2-Isopropylidene-1,3-propanediol